1,3,5-tri(iodomethyl)benzene ICC1=CC(=CC(=C1)CI)CI